2-(1,4-dimethylpyrazol-3-yl)-1-(pyridin-3-ylmethyl)benzimidazole 4-nitrophenyl-5-((bis(2-(butyrylthio)ethoxy)phosphoryl)difluoro-methyl)benzo[b]thiophene-2-carboxylate [N+](=O)([O-])C1=CC=C(C=C1)OC(=O)C1=CC2=C(S1)C=CC(=C2)C(F)(F)P(=O)(OCCSC(CCC)=O)OCCSC(CCC)=O.CN2N=C(C(=C2)C)C2=NC1=C(N2CC=2C=NC=CC2)C=CC=C1